ClC1=CC(=NC=C1)NC=NO N-(4-chloropyridin-2-yl)formamide oxime